azo-amine N(=NN)N